BrC=1C(=C(C[C@@H]2N(CC[C@@H]2NS(=O)(=O)C)C(C(C)(C)O)=O)C=CC1)F N-((2S,3S)-2-(3-bromo-2-fluorobenzyl)-1-(2-hydroxy-2-methylpropanoyl)pyrrolidin-3-yl)methanesulfonamide